C(C)(C)(C)OC(=O)N1[C@@H](C[C@@H](C1)O)C(=O)N1CCC(CC1)(C(C)C)C1=NOC(=N1)C1CCC(CC1)(F)F (2s,4s)-2-(4-(5-(4,4-difluorocyclohexyl)-1,2,4-oxadiazol-3-yl)-4-isopropylpiperidine-1-carbonyl)-4-hydroxypyrrolidine-1-carboxylic acid tert-butyl ester